C(#N)C=1C(=C(C=CC1)C=1N=C(SC1C1=CC(=NC(=C1)C)C)NC(=O)N1CC2(COC2)C1)C N-[4-(3-cyano-2-methyl-phenyl)-5-(2,6-dimethyl-4-pyridinyl)thiazol-2-yl]-2-oxa-6-azaspiro[3.3]heptane-6-carboxamide